C1(CC1)C=1C=C(C2=C(N1)N(N=C2)C(C)C)C(=O)O 6-cyclopropyl-1-(propan-2-yl)-1H-pyrazolo[3,4-b]pyridine-4-carboxylic acid